methyl N-[5-[8-methyl-6-(methylamino)imidazo[1,2-a]pyridin-3-yl]-2-pyridyl]carbamate CC=1C=2N(C=C(C1)NC)C(=CN2)C=2C=CC(=NC2)NC(OC)=O